methyl 2'-oxidanylidenespiro[1,3-dioxolane-2,5'-norcarane]-3'-carboxylate O=C1C2C(C3(CC1C(=O)OC)OCCO3)C2